C1(CCCC1)OC1=C2N=C(C(NC2=CC(=C1)CO)=O)C 5-(cyclopentyloxy)-7-(hydroxymethyl)-3-methylquinoxalin-2(1H)-one